C1(CC1)N1C(=NC=2C1=NC(=CC2)OC)C=2C(=NC=NC2)C 3-Cyclopropyl-5-methoxy-2-(4-methylpyrimidin-5-yl)-3H-imidazo[4,5-b]pyridin